O=C1C=CC2=C(N=C(N=C2)N[C@H]2CN(CCC2)C(=O)C2=CC=C(C=C2)NC(C=C)=O)N1 (R)-N-(4-(3-((7-oxo-7,8-dihydropyrido[2,3-d]pyrimidin-2-yl)amino)piperidine-1-carbonyl)phenyl)acrylamide